NCC1=NNC(C2=CC=C(C=C12)C=1C=NC=C(C1)OC1=C(C(=CC=C1)Cl)C)=O 4-(aminomethyl)-6-(5-(3-chloro-2-methylphenoxy)pyridin-3-yl)phthalazin-1(2H)-one